3-(1,3-dihydro-2-benzofuran-5-yl)-1-{2-methyl-1-[3-(pyridin-3-yl)-1,2,4-oxadiazol-5-yl]propyl}urea C1OCC2=C1C=CC(=C2)NC(NC(C(C)C)C2=NC(=NO2)C=2C=NC=CC2)=O